C(=O)(O)C(C(C)O)CC 3-Carboxy-2-hydroxy-pentan